2-(p-methyl-chlorophenyl)-2-tolylacetonitrile CC1=CC(=C(C=C1)C1(C(C=CC=C1)C)CC#N)Cl